methyl 4-bromo-2-(3,3,3-trifluoropropanoyl)benzoate BrC1=CC(=C(C(=O)OC)C=C1)C(CC(F)(F)F)=O